4-[4-(3-methoxy-5-piperazin-1-yl-2-pyridinyl)-1-piperidinyl]-1,6-dimethyl-pyrazolo[3,4-b]pyridine COC=1C(=NC=C(C1)N1CCNCC1)C1CCN(CC1)C1=C2C(=NC(=C1)C)N(N=C2)C